C(C)(C)(C)OC(=O)N1[C@@H](CCC1)C=1C=C(C=C2CCOCC12)B1OC(C(O1)(C)C)(C)C.COC1=CC=C(C=C1)N[C@H](C(=O)C1=CC=CC=C1)C1=CC=C(C=C1)C (S)-2-((4-Methoxyphenyl)amino)-1-phenyl-2-(p-tolyl)ethan-1-one tert-butyl-(S)-2-(6-(4,4,5,5-tetramethyl-1,3,2-dioxaborolan-2-yl)isochroman-8-yl)pyrrolidine-1-carboxylate